(S)-2-(1-Cyclopropyl-3-methyl-4-oxo-1,4-dihydro-5H-pyrazolo[3,4-d]pyridazin-5-yl)-N-(1-(4-fluoro-3-methylphenyl)ethyl)acetamid C1(CC1)N1N=C(C2=C1C=NN(C2=O)CC(=O)N[C@@H](C)C2=CC(=C(C=C2)F)C)C